C(#N)CC(=O)N(C)[C@H](C(F)(F)F)C1=NC=C(C=C1)NC1CC2=CC=C(C(=C2C1)Cl)Cl 2-Cyano-N-((1S)-1-(5-((4,5-dichloro-2,3-dihydro-1H-inden-2-yl)amino)pyridin-2-yl)-2,2,2-trifluoroethyl)-N-methylacetamide